5-(2-amino-6-(4-fluorophenyl)-5-(4-methylquinolin-6-yl)pyridin-3-yl)-1,3,4-oxadiazole-2-carboxamide NC1=NC(=C(C=C1C1=NN=C(O1)C(=O)N)C=1C=C2C(=CC=NC2=CC1)C)C1=CC=C(C=C1)F